2-{[3-oxo-8-(pyridin-4-yl)-1H,2H,3H-benzo[e]isoindol-2-yl]methyl}prop-2-enamide O=C1N(CC=2C3=C(C=CC12)C=CC(=C3)C3=CC=NC=C3)CC(C(=O)N)=C